FC1=C(C=CC(=C1)F)C(C(C(=O)OCC)O)C ethyl 3-(2,4-difluorophenyl)-2-hydroxybutanoate